F[C@@H]1[C@H]2CC[C@@H](C[C@@H]1N(C)C1=CN=C(N=N1)C1=C(C=C3C(N(C=NC3=C1)C)=O)OC)N2C(=O)OC(C)(C)C tert-butyl (1R,2S,3S,5S)-2-fluoro-3-((3-(6-methoxy-3-methyl-4-oxo-3,4-dihydroquinazolin-7-yl)-1,2,4-triazin-6-yl)(methyl)amino)-8-azabicyclo[3.2.1]octane-8-carboxylate